[N+](=O)([O-])C1=CC=C(C=C1)NC(NC1C(C(C1C(=O)OC)NC(=O)NC1=CC=C(C=C1)[N+](=O)[O-])C(=O)OC)=O dimethyl 2,4-bis(3-(4-nitro-phenyl) ureido)-cyclobutane-1,3-dicarboxylate